O=C1NC(CCC1N1C(C2=CC=CC(=C2C1)NC(CCCCCCC(=O)NO)=O)=O)=O N1-(2-(2,6-Dioxopiperidin-3-yl)-1-oxoisoindolin-4-yl)-N8-hydroxyoctanediamid